N-[2-({4-[N-(3-bromo-4-fluorophenyl)-N'-hydroxycarbamimidoyl]-1,2,5-oxadiazol-3-yl}sulfanyl)ethyl]-2,2,2-trifluoroacetamide BrC=1C=C(C=CC1F)NC(=NO)C=1C(=NON1)SCCNC(C(F)(F)F)=O